3-ethyl-6,7-difluoro-2-((R)-1-((S)-5-methyl-1,4-diazepan-1-yl)butyl)quinazolin-4(3H)-one C(C)N1C(=NC2=CC(=C(C=C2C1=O)F)F)[C@@H](CCC)N1CCN[C@H](CC1)C